sec-Butyl propyl ketone C(CC)C(=O)C(C)CC